C(C)(C)(C)OC(=O)N1CCN(CC1)CC1=CC=C(C=C1)CNC1=C2CN(N(C(C2=CC=C1)=O)C1C(NC(CC1)=O)=O)C 4-(4-(((2-(2,6-dioxopiperidin-3-yl)-3-methyl-1-oxo-1,2,3,4-tetrahydrophthalazin-5-yl)amino)methyl)benzyl)piperazine-1-carboxylic acid tert-butyl ester